3,5,6,8-tetrabromo-1,10-phenanthroline BrC=1C=NC2=C3N=CC(=CC3=C(C(=C2C1)Br)Br)Br